6-Acetyl-7-amino-4-bromo-3-(2-chloro-5-fluorophenyl)-2-(4-methoxybenzyl)isoindol-1-one C(C)(=O)C1=CC(=C2C(N(C(C2=C1N)=O)CC1=CC=C(C=C1)OC)C1=C(C=CC(=C1)F)Cl)Br